((2-methoxyethoxy)ethoxy)acetic acid COCCOCCOCC(=O)O